FC(OC=1C=C(C=CC1N)N(C1CCN(CC1)C)C)F 3-(difluoromethoxy)-N1-methyl-N1-(1-methylpiperidin-4-yl)benzene-1,4-diamine